5'-fluoro-2,6-dimethyl-2'-((4-(7-((2-oxo-2,3-dihydro-1H-benzo[d]imidazol-5-yl)methyl)-2,7-diazaspiro[4.4]non-2-yl)pyrimidin-5-yl)oxy)-[1,1'-biphenyl]-4-carbonitrile FC=1C=CC(=C(C1)C1=C(C=C(C=C1C)C#N)C)OC=1C(=NC=NC1)N1CC2(CC1)CN(CC2)CC2=CC1=C(NC(N1)=O)C=C2